4-((2-Ethyl-6,7-dihydro-5H-cyclopenta[d]pyrimidin-4-yl)amino)-N-(4-(piperazin-1-yl)phenyl)-1H-pyrazole-3-carboxamide C(C)C=1N=C(C2=C(N1)CCC2)NC=2C(=NNC2)C(=O)NC2=CC=C(C=C2)N2CCNCC2